C1=CC=CC=2C3=CC=CC=C3C(C12)=NC(C#N)CCCC1CCCCC1 ((9H-fluoren-9-ylidene)amino)-5-cyclohexyl-valeronitrile